(S)-N-(1-(3-methoxyphenyl)hex-2-yl)-1-methylpiperidine-4-carboxamide COC=1C=C(C=CC1)C[C@H](CCCC)NC(=O)C1CCN(CC1)C